C(#N)C1=C(C=CC=C1C1=CC2=C(OCCO2)C=C1)NC(C1=NC=C(C=C1)CNCCO)=O N-(2-Cyano-3-(2,3-dihydrobenzo[b][1,4]dioxin-6-yl)phenyl)-5-((2-hydroxyethylamino)methyl)-picolinamid